2-(((2S,4s,6S)-6-((4-(3-(dimethylcarbamoyl)phenyl)pyrimidin-2-yl)amino)spiro[3.3]heptan-2-yl)oxy)nicotinamide CN(C(=O)C=1C=C(C=CC1)C1=NC(=NC=C1)NC1CC2(CC(C2)OC2=C(C(=O)N)C=CC=N2)C1)C